C(#N)C=1N=CC(=NC1)NC1=CC(=C(N=N1)C(NCC(F)F)=O)NCC1CN(CCO1)C(=O)OC(C)(C)C tert-butyl 2-((6-(5-cyanopyrazin-2-ylamino)-3-(2,2-difluoroethylcarbamoyl)pyridazin-4-ylamino)methyl)morpholine-4-carboxylate